4-phenylmethylene-2,6-di-t-butyl-2,5-cyclohexadien-1-one C1(=CC=CC=C1)C=C1C=C(C(C(=C1)C(C)(C)C)=O)C(C)(C)C